C1(CC1)C1=NN(C=C1C1=NC=C(C2=C1C=CN2C(C)C)F)[C@@H]2C[C@H](C2)CN (trans-3-(3-cyclopropyl-4-(7-fluoro-1-isopropyl-1H-pyrrolo[3,2-c]pyridin-4-yl)-1H-pyrazol-1-yl)cyclobutyl)methylamine